(2-(isopropylsulfonyl)phenyl)-2,4-diaminopyrimidine C(C)(C)S(=O)(=O)C1=C(C=CC=C1)C=1C(=NC(=NC1)N)N